7-morpholino-quinazoline-4-carbonitrile O1CCN(CC1)C1=CC=C2C(=NC=NC2=C1)C#N